N[C@H](C(=O)N1[C@H]2C[C@H]2C[C@H]1C#N)C12CC3(CC(CC(C1)C3)C2)OCCN2CCN(CC2)C(=O)NC(C)(C)C 4-(2-((3-((S)-1-amino-2-((1S,3S,5S)-3-cyano-2-azabicyclo[3.1.0]hexan-2-yl)-2-oxoethyl)adamantan-1-yl)oxy)ethyl)-N-(tert-butyl)piperazine-1-carboxamide